C(C)(C)(C)N(C(O)=O)CCOP(=O)(OC[C@@H](COCCCCCCCCCCCCCCCCCC)O)OC(C)(C)C.FC=1C=C(C=C(C1COC1=NC(=CC=C1)C1CCNCC1)F)C(C)=O 1-(3,5-difluoro-4-(((6-(piperidin-4-yl)pyridin-2-yl)oxy)methyl)phenyl)ethan-1-one tert-butyl-(2-((tert-butoxy((R)-2-hydroxy-3-(octadecyloxy)propoxy)phosphoryl)oxy)ethyl)carbamate